(S)-6-benzyl-N-((2S,3R)-3-(cyclohexylmethoxy)-1-oxo-1-(piperidin-1-yl)butan-2-yl)-2-((S)-2,2-dimethylcyclopropane-1-carbonyl)-2,6-diazaspiro[3.4]octane-8-carboxamide C(C1=CC=CC=C1)N1CC2(CN(C2)C(=O)[C@@H]2C(C2)(C)C)[C@@H](C1)C(=O)N[C@H](C(N1CCCCC1)=O)[C@@H](C)OCC1CCCCC1